3-ethoxy-5-(5-(2-hydroxy-1,2-oxaborol-4-yl)pyridin-3-yl)-2-methoxybenzonitrile C(C)OC=1C(=C(C#N)C=C(C1)C=1C=NC=C(C1)C=1CB(OC1)O)OC